CC(C=O)CC1=CC(=CC=C1)CCC(=C)C 2-methyl-3-(3-(3-methylbut-3-en-1-yl)phenyl)propanal